FC1(CCC2(CN(C2)CC2=CC=3C=NC(=CC3N2)NC(=O)C=2C=C3C(=NNC3=CC2)C)CC1)F N-[2-([7,7-difluoro-2-azaspiro[3.5]non-2-yl]methyl)-1H-pyrrolo[3,2-c]pyridin-6-yl]-3-methyl-1H-indazole-5-carboxamide